2-hydroxyethyl α-chloroacrylate ClC(C(=O)OCCO)=C